3-bromo-2-(difluoromethoxy)-6-(trifluoromethyl)pyridine BrC=1C(=NC(=CC1)C(F)(F)F)OC(F)F